FC1=C(C=C(C=C1)OC)C1=CC(=CC=C1)CCCNC(=O)C1=CC(=NN1C)C N-(3-(2'-fluoro-5'-methoxy-[1,1'-biphenyl]-3-yl)propyl)-1,3-dimethyl-1H-pyrazole-5-carboxamide